O=C1NC(CCC1N1C(C2=CC=C(C=C2C1)C#N)=O)=O 2-(2,6-Dioxopiperidin-3-yl)-1-oxo-3H-isoindole-5-carbonitrile